COC1=NC(=NC(=N1)OC)OC(=O)C=1SC=CC1 4,6-dimethoxy-1,3,5-triazin-2-yl-thiophene-2-carboxylate